C(#N)C1(CC1)NS(=O)(=O)C=1C=C(C=2N(C1)C(=NC2)C=2SC(=NN2)C(F)(F)F)N2CCN(CC2)C(C(C)C)=O N-(1-cyanocyclopropyl)-8-(4-isobutyrylpiperazin-1-yl)-3-(5-(trifluoromethyl)-1,3,4-Thiadiazol-2-yl)imidazo[1,5-a]pyridine-6-sulfonamide